acrylic acid heptadecyl ester C(CCCCCCCCCCCCCCCC)OC(C=C)=O